C(CCCCCCCCCCC)OC1=CSC=C1OCCCCCCCCCCCC 3,4-di(dodecyloxy)thiophene